1-METHYL-2,3-DIHYDRO-1H-PYRROLIZINE-2-CARBALDEHYDE CC1C(CN2C=CC=C12)C=O